C(#N)C1=NC2=CC(=CC(=C2N=C1N1CC2(CC2C1)C(F)(F)F)[C@@H](C)NC1=C(C(=O)O)C=CC=C1)C 2-(((1R)-1-(2-cyano-7-methyl-3-(1-(trifluoromethyl)-3-azabicyclo[3.1.0]-hexan-3-yl)quinoxalin-5-yl)ethyl)-amino)-benzoic acid